COC(C1=C(C=C(C=C1)CCN(C(=O)OC(C)(C)C)CC1=CC(=C(C=C1)Br)C(=O)OC)Br)=O.O1CCC(CC1)NC(=O)C=1N=NC=CC1 N-(tetrahydro-2H-pyran-4-yl)pyridazine-3-carboxamide methyl-2-bromo-4-(2-((4-bromo-3-(methoxycarbonyl)benzyl)(tert-butoxycarbonyl)amino)ethyl)benzoate